OCC1CCN(CC1)C1=NC=C(C=N1)C(=O)N 2-(4-(hydroxymethyl)piperidin-1-yl)pyrimidine-5-carboxamide